1-[1-(2-Fluoro-6-methyl-phenyl)-piperidin-4-yl]-3-(2-trifluoromethyl-benzyl)-7-(2-trimethylsilanyl-ethoxymethyl)-1,3,6,7-tetrahydro-purin-2-on FC1=C(C(=CC=C1)C)N1CCC(CC1)N1C(N(C=2N=CN(C2C1)COCC[Si](C)(C)C)CC1=C(C=CC=C1)C(F)(F)F)=O